FC(C1=NN(C=C1N1C(C=C(C=C1)C=1OC=C(N1)C(=O)N)N1CCOCC1)C1CCC(CC1)CO)F 1-N-[3-(difluoromethyl)-1-[4-(hydroxymethyl)cyclohexyl]pyrazol-4-yl]-2-(2-morpholino-4-pyridyl)oxazole-4-carboxamide